The molecule is a pyrazinoindole with a disulfide bridge spanning a dioxo-substituted pyrazine ring. It is an antibiotic isolated from the microbial strains Sphingomonas and Aspergillus fumigatus, and exhibits cytotoxic activity against four human cancer cell lines: HCT-116, A549, AGS, and DU145. It has a role as an antimicrobial agent, an antineoplastic agent and an Aspergillus metabolite. It is an organic disulfide, a pyrazinoindole, a C-nitro compound and an organic heterotetracyclic compound. CN1C(=O)[C@@]23CC4=C(N2C(=O)[C@@]1(SS3)CO)C=C(C=C4)[N+](=O)[O-]